C1=CC=CC=2C3=CC=CC=C3N(C12)CC=1N(C(=NN1)SCC1=C(C#N)C=CC=C1)C1=CC=CC=C1 2-(((5-((9H-carbazol-9-yl)methyl)-4-phenyl-4H-1,2,4-triazol-3-yl)thio)methyl)benzonitrile